1-(5-[2H,3H-[1,4]dioxino[2,3-b]pyridine-7-sulfonyl]-1H,2H,3H,4H,5H,6H-pyrrolo[3,4-c]pyrrol-2-yl)-3-hydroxy-2-phenylpropan-1-one O1CCOC2=NC=C(C=C21)S(=O)(=O)N2CC1=C(C2)CN(C1)C(C(CO)C1=CC=CC=C1)=O